C(C1=C(C=C(N(CC=C)CC=C)C=C1OC)OC)C1=C(C=C(N(CC=C)CC=C)C=C1OC)OC 4,4'-methylenebis(N,N-diallyl-3,5-dimethoxyaniline)